FC=1C(=NNC1)C(=O)N[C@@H]1C(N(C2=C(OC1)C=CC=N2)C)=O (S)-4-fluoro-N-(5-methyl-4-oxo-2,3,4,5-tetrahydropyrido[3,2-b][1,4]oxazepin-3-yl)-1H-pyrazole-3-carboxamide